3-bromo-2-hydroxypropyldiethyllaurylammonium bromide [Br-].BrCC(C[N+](CCCCCCCCCCCC)(CC)CC)O